methyl (S)-1-(2-((2-nitrophenyl)amino)-3-(p-tolyl)propanoyl)azetidine-3-carboxylate [N+](=O)([O-])C1=C(C=CC=C1)N[C@H](C(=O)N1CC(C1)C(=O)OC)CC1=CC=C(C=C1)C